CC1=CC(=C(C=C1CCl)C)CCl 2,5-bis(chloromethyl)-p-xylene